CCCCCCCCCCCCCCCCCCCCCCCC(=O)O[C@H](COC(=O)CCCCCCCCCCCCCCCCC)COP(=O)([O-])OCC[N+](C)(C)C The molecule is a phosphatidylcholine 42:0 in which the acyl groups specified at positions 1 and 2 are octadecanoyl and tetracosanoyl respectively. It derives from an octadecanoic acid and a tetracosanoic acid.